FC=1C=C(C=CC1)C(=CC)C1=C(N=CS1)NC(OC(C)(C)C)=O Tert-Butyl (5-(1-(3-fluorophenyl)prop-1-en-1-yl)thiazol-4-yl)carbamate